1-([1,1':3',1''-terphenyl]-5'-yl)-N-(2,6-diisopropylphenyl)-1H-pyrrolo[2,3-b]pyridin-6-amine C1(=CC=CC=C1)C1=CC(=CC(=C1)N1C=CC=2C1=NC(=CC2)NC2=C(C=CC=C2C(C)C)C(C)C)C2=CC=CC=C2